dinitrothiosulfate [N+](=O)([O-])S(=S(=O)([O-])[O-])[N+](=O)[O-]